((S)-4-propenoyl-2-methylpiperazin-1-yl)-1-(2-ethyl-6-(isopropylsulphonyl)phenyl)-6-fluoro-7-(2-fluoro-6-hydroxyphenyl)pyrido[2,3-d]pyrimidin-2(1H)-one C(C=C)(=O)N1C[C@@H](N(CC1)C=1C2=C(N(C(N1)=O)C1=C(C=CC=C1S(=O)(=O)C(C)C)CC)N=C(C(=C2)F)C2=C(C=CC=C2O)F)C